ClC1=NC(=C(C(=N1)N([C@H](C(=O)OC)C(C)(C)C)C)[N+](=O)[O-])C Methyl (S)-2-((2-chloro-6-methyl-5-nitropyrimidin-4-yl)(methyl)amino)-3,3-dimethylbutanoate